C1(CC1)N1CCN(CC1)C1CCN(CC1)C1=C(C=C(C(=C1)OC)NC1=NC=NC(=C1)N1OCC[C@@H]1C1=CC(=CC=C1)OC)NC(C=C)=O N-(2-(4-(4-cyclopropylpiperazine-1-yl)piperidine-1-yl)-4-methoxy-5-((6-((R)-3-(3-methoxyphenyl)-isoxazolidine-2-yl)pyrimidine-4-yl)amino)phenyl)acrylamide